4-methyl-2-(4-(4,4,5,5-tetramethyl-1,3,2-dioxaborolan-2-yl)phenyl)morpholine CN1CC(OCC1)C1=CC=C(C=C1)B1OC(C(O1)(C)C)(C)C